S1SC=CC1.[Co] cobalt dithiolene